C(C)(C)(C)OC(=O)N1CC2=CC(=CC=C2C[C@H]1C(=O)O)O (3S)-2-(tert-butoxycarbonyl)-7-hydroxy-3,4-dihydro-1H-isoquinoline-3-carboxylic acid